1-ethyl-3-((1R,2R)-1-methyl-2-(trifluoromethyl)cyclopropyl)-1-((S)-2,2,2-trifluoro-1-(5-methoxy-4-(8-methoxyimidazo[1,2-a]pyrazin-6-yl)pyridin-2-yl)ethyl)urea C(C)N(C(=O)N[C@]1([C@@H](C1)C(F)(F)F)C)[C@H](C(F)(F)F)C1=NC=C(C(=C1)C=1N=C(C=2N(C1)C=CN2)OC)OC